ClC1=C(C=CC(=C1)Cl)C(CC1CCOCC1)N1C2=C(C=3C=CC(=CC13)C(C)(C)O)N=CC(=C2)C2=C(N=NN2C)C 2-(5-(1-(2,4-dichlorophenyl)-2-(tetrahydro-2H-pyran-4-yl)ethyl)-3-(1,4-dimethyl-1H-1,2,3-triazol-5-yl)-5H-pyrido[3,2-b]indol-7-yl)propan-2-ol